(S)-2-(2-Imino-4-methyl-6-oxo-4-(8-(prop-1-yn-1-yl)dibenzo[b,d]thiophen-2-yl)tetrahydropyrimidin-1(2H)-yl)acetonitrile N=C1N(C(C[C@](N1)(C1=CC2=C(SC3=C2C=C(C=C3)C#CC)C=C1)C)=O)CC#N